(R)-N-(1-cyclopropylethyl)-5-(4-(trifluoromethyl)phenyl)-2-naphthamide C1(CC1)[C@@H](C)NC(=O)C1=CC2=CC=CC(=C2C=C1)C1=CC=C(C=C1)C(F)(F)F